C[Si](C=C)(C1=CC=CC=C1)C1=CC=CC=C1 methyl-bisphenyl-vinyl-silicon